CS(=O)(=O)O[C@@H]1[C@H](N(CC1)C1=NC(=CC(=C1C#N)C(F)(F)F)C)C(NC1=CC(=C(C=C1)F)Cl)=O [(2S,3S)-2-[(3-chloro-4-fluoro-phenyl)carbamoyl]-1-[3-cyano-6-methyl-4-(trifluoromethyl)-2-pyridyl]pyrrolidin-3-yl] methanesulfonate